tert-butyl 4-((4-(4-(3-(trifluoromethoxy)phenoxy)butyl)phenyl)carbamoyl)piperazine-1-carboxylate FC(OC=1C=C(OCCCCC2=CC=C(C=C2)NC(=O)N2CCN(CC2)C(=O)OC(C)(C)C)C=CC1)(F)F